C[C@H]1N(C[C@@H]([C@H]([C@@H]1O)O)O)C[C@@H]1CN(CC1)C1=C(C=CC=C1)C(F)(F)F (2R,3R,4R,5S)-2-methyl-1-(((R)-1-(2-(trifluoromethyl)phenyl)pyrrolidin-3-yl)methyl)piperidine-3,4,5-triol